[Li].CC ethane, lithium salt